CC1=CC=C(C=C1)N=C1SC=C(N1)C1=CC=C(C=C1)F 2-(4-Methylphenylimino)-4-(4-fluorophenyl)thiazole